C=CCCCCCCCCCCCCCC.[C] carbon hexadecene